(2R,3R,4S,5R,6R)-6-((5-(1-hydroxycyclobutyl)isoxazol-3-yl)methyl)-2-(hydroxymethyl)-5-methoxy-4-(4-(2,3,4-trifluorophenyl)-1H-1,2,3-triazol-1-yl)tetrahydro-2H-pyran-3-ol OC1(CCC1)C1=CC(=NO1)C[C@@H]1[C@@H]([C@H]([C@H]([C@H](O1)CO)O)N1N=NC(=C1)C1=C(C(=C(C=C1)F)F)F)OC